4-(4-(methoxycarbonyl)piperidin-1-yl)-4-oxobutanoic acid COC(=O)C1CCN(CC1)C(CCC(=O)O)=O